(S)-2-(5-methoxy-4-oxo-benzo[d][1,2,3]triazin-3(4H)-yl)-N-(1-(4-(trifluoromethyl)phenyl)ethyl)acetamide COC1=CC=CC=2N=NN(C(C21)=O)CC(=O)N[C@@H](C)C2=CC=C(C=C2)C(F)(F)F